4'-(trifluoromethyl)-[1,1-biphenyl]-2-carboxylic acid FC(C1=CC=C(C=C1)C=1C(=CC=CC1)C(=O)O)(F)F